2-chloro-3,3,3-trifluoro-2-(trifluoromethyl)propionyl chloride ClC(C(=O)Cl)(C(F)(F)F)C(F)(F)F